COC(C(CC(F)(F)F)N(C([C@H](CC(C)C)N(C)C(=O)OC(C)(C)C)=O)C)=O methyl-2-((S)-2-((tert-butoxycarbonyl)(methyl)amino)-N,4-dimethylpentanamido)-4,4,4-trifluorobutanoate